(5R/S)-methoxy-(3S)-Z-propenylpyrrolidine-1-carboxylic Acid tert-butyl Ester C(C)(C)(C)OC(=O)N1C(CCC1)(\C=C/C)OC